C(CCCCCCCC\C=C\CCCCC)=O E-10-hexadecenal